(1-chloroethyl)-2-(2,4-difluorophenyl)-6-methyl-4H-indolin-4-one ClC(C)N1C(CC2C(C=C(C=C12)C)=O)C1=C(C=C(C=C1)F)F